C(C)(C)(C)[Se]OC1=CC=CC=C1 phenyl tert-butyl-seleno ether